C12C(NN=CC2C1)=O 3,4-diazabicyclo[4.1.0]hept-4-en-2-one